(+)-(4aR,8aS)-6-[3-(2-Chloro-3-cyclopropyl-phenoxy)azetidine-1-carbonyl]-4,4a,5,7,8,8a-hexahydropyrido[4,3-b][1,4]oxazin-3-one ClC1=C(OC2CN(C2)C(=O)N2C[C@@H]3[C@@H](OCC(N3)=O)CC2)C=CC=C1C1CC1